2-trifluoromethyl-1,4-diacetyl-benzene FC(C1=C(C=CC(=C1)C(C)=O)C(C)=O)(F)F